C(CCCCCCC)OC[C@H](OCCCCCCCC)CO |r| 1,2-dioctyl-rac-glycerol